tert-butyl cis-4-(aminomethyl)-3-fluoro-piperidine-1-carboxylate NC[C@@H]1[C@@H](CN(CC1)C(=O)OC(C)(C)C)F